[Si](C)(C)(C(C)(C)C)O[C@H]1C[C@@H](CCC1)N1C(C2(C3=C1N=C(N=C3)NC=3C=NN(C3)C)CC2)=O 7'-((1R,3R)-3-((tert-butyldimethylsilyl)oxy)cyclohexyl)-2'-((1-methyl-1H-pyrazol-4-yl)amino)spiro[cyclopropane-1,5'-pyrrolo[2,3-d]pyrimidin]-6'(7'H)-one